COC1=CC=C2C(=C(NC2=C1C(=O)O)C)C(=C)C1=CC(=C(C(=C1)OC)OC)OC 6-methoxy-2-methyl-3-(1-(3,4,5-trimethoxyphenyl)vinyl)-1H-indole-7-carboxylic acid